N1C=NC=2C(=NC=CC21)C(=O)[O-] imidazo[4,5-c]pyridine-4-carboxylate